1,2-Diaminocyclopentan NC1C(CCC1)N